tert-butyl (18-(2-(4-chloro-3-(4-cyano-6-(trifluoromethyl)pyridin-3-yl)-N-methylbenzamido)phenoxy)-16-oxo-3,6,9,12-tetraoxa-15-azaoctadecyl)carbamate ClC1=C(C=C(C(=O)N(C)C2=C(OCCC(NCCOCCOCCOCCOCCNC(OC(C)(C)C)=O)=O)C=CC=C2)C=C1)C=1C=NC(=CC1C#N)C(F)(F)F